17-Hydroxy-11-[4-(methylsulfonyl)phenyl]-17-(perfluoroethyl)-estra-4,9-dien-3-one OC1([C@]2(C)[C@@H](CC1)[C@@H]1CCC3=CC(CCC3=C1C(C2)C2=CC=C(C=C2)S(=O)(=O)C)=O)C(C(F)(F)F)(F)F